6-(5,7-dichloro-6-(2-chloroethoxy)-1,2,3,4-tetrahydronaphthalen-1-yl)pyridin-3-ol ClC1=C2CCCC(C2=CC(=C1OCCCl)Cl)C1=CC=C(C=N1)O